C(=O)(O)COCN1C=2N=C(NC(C2N=C1)=O)N 9-(Carboxymethoxymethyl)Guanine